C(C)S(=O)(=O)C=1C(=NC=C(C1)NC)C=1C=C2C=CC(N(C2=CN1)CC(C(F)(F)F)(F)F)=O 6-[3-ethylsulfonyl-5-(methylamino)-2-pyridyl]-1-(2,2,3,3,3-pentafluoropropyl)-1,7-naphthyridin-2-one